BrC=1C(=C2C(=NC1)NCC21CC(CC1)CN)Cl (5'-Bromo-4'-chloro-1',2'-dihydrospiro[cyclopentane-1,3'-pyrrolo[2,3-b]pyridin]-3-yl)methanamine